N-[(1S)-1-(dicyclopropylmethyl)-2-[[6-(5-ethyl-3-methyl-1H-pyrazol-4-yl)-3-pyridyl]amino]-2-oxo-ethyl]-2-(3-methoxypropyl)pyrazole-3-carboxamide C1(CC1)C([C@@H](C(=O)NC=1C=NC(=CC1)C=1C(=NNC1CC)C)NC(=O)C=1N(N=CC1)CCCOC)C1CC1